N-[5-(1H-benzimidazol-2-yl)-1H-pyrazol-3-yl]-5-(3-methoxyazetidin-1-yl)pyrazine-2-carboxamide N1C(=NC2=C1C=CC=C2)C2=CC(=NN2)NC(=O)C2=NC=C(N=C2)N2CC(C2)OC